ClC1=CC=C(CCNC2=NC=C(C=N2)C2=NN=C(O2)N2C[C@@H]3C([C@@H]3C2)CC(=O)OC)C=C1 Methyl 2-((1R,5S,6s)-3-(5-(2-((4-chlorophenethyl)amino)pyrimidin-5-yl)-1,3,4-oxadiazol-2-yl)-3-azabicyclo[3.1.0]hexan-6-yl)acetate